isopropyl(triphenyl)phosphonium C(C)(C)[P+](C1=CC=CC=C1)(C1=CC=CC=C1)C1=CC=CC=C1